6-(2-(2-(6-(3-((3-(1-(tert-butoxycarbonyl)-4-(5-(pyridin-4-yl)-4H-1,2,4-triazol-3-yl)piperidin-4-ylamino)benzamido)methyl)-4-fluorophenoxy)hexyloxy)ethoxy)ethoxy)hexanoic acid C(C)(C)(C)OC(=O)N1CCC(CC1)(C1=NN=C(N1)C1=CC=NC=C1)NC=1C=C(C(=O)NCC=2C=C(OCCCCCCOCCOCCOCCCCCC(=O)O)C=CC2F)C=CC1